C(C1=CC=CC=C1)C(C(=O)NC=1C=NC2=C(C=CC=C2C1)F)(CC(CC)C)C 2-benzyl-N-(8-fluoro-3-quinolyl)-2,4-dimethyl-hexanamide